OCC1=CC(=C(C=C1)O)[N+](=O)[O-] 4-(hydroxymethyl)-2-nitrophenol